2-(6-{5-Chloro-2-[(oxan-4-yl)amino]pyrimidin-4-yl}-1-oxo-2,3-dihydro-1H-isoindol-2-yl)-N-[(1R)-1-(pyridin-4-yl)ethyl]acetamid ClC=1C(=NC(=NC1)NC1CCOCC1)C1=CC=C2CN(C(C2=C1)=O)CC(=O)N[C@H](C)C1=CC=NC=C1